Cl.C1(CC1)NC=1N=CC2=C(N1)N(C=C2C2=CC=C(C=C2)CN2CCNCC2)[C@@H]2CC[C@H](CC2)O trans-4-[2-(cyclopropylamino)-5-[4-[(piperazin-1-yl)methyl]phenyl]-7H-pyrrolo[2,3-d]pyrimidin-7-yl]cyclohexan-1-ol hydrochloride